3-((5-methoxy-4-((1S,4S)-5-phenyl-2,5-diazabicyclo[2.2.2]octan-2-yl)pyrimidin-2-yl)amino)benzenesulfonamide COC=1C(=NC(=NC1)NC=1C=C(C=CC1)S(=O)(=O)N)N1[C@@H]2CN([C@H](C1)CC2)C2=CC=CC=C2